C(C)(C)C1N2C(C3=CC(=C(C=C3C1)OC1=CC=CC=C1)C(=O)OC)CC(C(=C2)C(=O)OC(C)(C)C)=O 3-tert-butyl 10-methyl 6-isopropyl-2-oxo-9-phenoxy-2,6,7,11b-tetrahydro-1H-pyrido[2,1-a]isoquinoline-3,10-dicarboxylate